2-(4-((5-chloro-4-((4-((3,3-difluoro-cyclobutyl)amino)cyclohexyl)methoxy)pyrimidin-2-yl)amino)-3-methyl-1H-pyrazol-1-yl)-2-methylpropanenitrile ClC=1C(=NC(=NC1)NC=1C(=NN(C1)C(C#N)(C)C)C)OCC1CCC(CC1)NC1CC(C1)(F)F